(R)-2-[((1R,2S,5R)-2-isopropyl-5-methyl-cyclohexanecarbonyl)-amino]-propionic acid ethyl ester C(C)OC([C@@H](C)NC(=O)[C@H]1[C@@H](CC[C@H](C1)C)C(C)C)=O